[Cl-].C(CCCCCCCCCCC)OC[N+](CCO)(CCO)CCO dodecyloxymethyl-tri(2-hydroxyethyl)ammonium chloride